4-(2-(2-(2-(prop-2-yn-1-yloxy)ethoxy)ethoxy)ethoxy)benzaldehyde C(C#C)OCCOCCOCCOC1=CC=C(C=O)C=C1